7,7-difluoro-2,4-dimethyl-6-(naphthalen-2-yl)hept-6-en-2-ol FC(=C(CC(CC(C)(O)C)C)C1=CC2=CC=CC=C2C=C1)F